CO[Si](C=1C=C(C=C(C1)O)O)(OC)OC 5-trimethoxysilyl-1,3-benzenediol